FC1=C(C2=C([C@H](CCO2)N2C[C@H](NCC2)C2=C(C=CC=C2)OC(C)C)C=C1)F (3R)-1-[(4S)-7,8-difluoro-3,4-dihydro-2H-1-benzopyran-4-yl]-3-(2-isopropoxyphenyl)piperazine